8-(6,6-Difluorospiro[3.3]hept-2-yl)-N-(3-fluoro-5-(1-(4-fluorophenyl)-1H-pyrazol-4-yl)benzyl)-7H-purine-6-carboxamide FC1(CC2(CC(C2)C2=NC3=NC=NC(=C3N2)C(=O)NCC2=CC(=CC(=C2)C=2C=NN(C2)C2=CC=C(C=C2)F)F)C1)F